5-(6-methyl-7-oxo-6,7-dihydro-1H-pyrrolo[2,3-c]pyridin-4-yl)-6-(phenylamino)pyridine-3-sulfonamide CN1C(C2=C(C(=C1)C=1C=C(C=NC1NC1=CC=CC=C1)S(=O)(=O)N)C=CN2)=O